5,7-dihydroxyflavone sesquicarbonate C(O)(O)=O.OC1=C2C(C=C(OC2=CC(=C1)O)C1=CC=CC=C1)=O.C(O)(O)=O.C(O)(O)=O.OC1=C2C(C=C(OC2=CC(=C1)O)C1=CC=CC=C1)=O